2-hydroxy-2-methyl-3-(methyl-(phenyl)amino)-3-oxopropanoic acid methyl ester COC(C(C(=O)N(C1=CC=CC=C1)C)(C)O)=O